NC(CP(OCC)(OCC)=O)=O diethyl (2-amino-2-oxoethyl)phosphonate